bis(3,5,5-trimethylhexanoyl) peroxide CC(CC(=O)OOC(CC(CC(C)(C)C)C)=O)CC(C)(C)C